C(C)OC(C=1C(C(=O)O)=CC(C(=O)OOC(C(=C)C)=O)=CC1)=O trimellitic acid 4-methacryloyloxy ethyl ester